[2-[6-amino-5-[4-[4-[4-[4-[(3S)-2,6-dioxo-3-piperidyl]-2,3-dihydro-1,4-benzoxazin-8-yl]cyclohexyl]-2-oxo-piperazin-1-yl]pyrazol-1-yl]pyridazin-3-yl]phenyl] dihydrogen phosphate P(=O)(OC1=C(C=CC=C1)C=1N=NC(=C(C1)N1N=CC(=C1)N1C(CN(CC1)C1CCC(CC1)C1=CC=CC=2N(CCOC21)[C@@H]2C(NC(CC2)=O)=O)=O)N)(O)O